N1=C(C=CC=C1)CS(=O)(=O)O 2-pyridylmethanesulfonic acid